3-bromo-2-methylphenol BrC=1C(=C(C=CC1)O)C